4-((2-((2-methylpyridin-3-yl)oxy)ethyl)(4-(5,6,7,8-tetrahydro-1,8-naphthyridin-2-yl)butyl)amino)-2-(pyrido[3,2-d]pyrimidin-4-ylamino)butanoic acid CC1=NC=CC=C1OCCN(CCC(C(=O)O)NC=1C2=C(N=CN1)C=CC=N2)CCCCC2=NC=1NCCCC1C=C2